hydroxypropyl methacrylate (hydroxy propyl methacrylate) OCCCC=C(C(=O)O)C.C(C(=C)C)(=O)OCCCO